(2R,3R,4S,5S)-2-(4-amino-7H-pyrrolo[2,3-d]pyrimidin-7-yl)-5-((R)-6-chloro-7-methylisochroman-1-yl)tetrahydrofuran-3,4-diol NC=1C2=C(N=CN1)N(C=C2)[C@@H]2O[C@@H]([C@H]([C@H]2O)O)[C@@H]2OCCC1=CC(=C(C=C21)C)Cl